(S)-2,2-difluoro-4-(4-methyl-5-oxocyclohex-3-en-1-yl)pent-4-enamide FC(C(=O)N)(CC(=C)[C@H]1CC=C(C(C1)=O)C)F